(R)-5-(1-(2-fluoropropyl)-1H-benzo[d][1,2,3]triazol-6-yl)-4-methoxy-N-(2-oxaspiro[3.5]nonan-7-yl)pyrrolo[2,1-f][1,2,4]triazin-2-amine F[C@@H](CN1N=NC2=C1C=C(C=C2)C=2C=CN1N=C(N=C(C12)OC)NC1CCC2(COC2)CC1)C